4-methoxyphenyl 3,6-di-O-benzyl-2-deoxy-2-(1,3-dioxido-1,3-dihydro-2H-isoindol-2-yl)-4-O-{2,4,6-tri-O-acetyl-3-O-[(naphthalen-2-yl) methyl]-β-D-glucopyranosyl}-β-D-glucopyranoside C(C1=CC=CC=C1)O[C@@H]1[C@H]([C@H](OC2=CC=C(C=C2)OC)O[C@@H]([C@H]1O[C@H]1[C@H](OC(C)=O)[C@@H](OCC2=CC3=CC=CC=C3C=C2)[C@H](OC(C)=O)[C@H](O1)COC(C)=O)COCC1=CC=CC=C1)N1C(C2=CC=CC=C2C1[O-])[O-]